2-(phenylamino)maleic acid dimethyl ester COC(\C(=C/C(=O)OC)\NC1=CC=CC=C1)=O